(2-(dimethylamino)ethyl)-5-(2-nitrophenyl)-2-(4-(trifluoromethyl)phenyl)oxazole-4-carboxamide CN(CCNC(=O)C=1N=C(OC1C1=C(C=CC=C1)[N+](=O)[O-])C1=CC=C(C=C1)C(F)(F)F)C